ethyl 2-(3-formyl-4-isobutoxy-phenyl)-4-methylthiazole-5-carboxylate C(=O)C=1C=C(C=CC1OCC(C)C)C=1SC(=C(N1)C)C(=O)OCC